tert-Butyl 2-(6-chloro-3-(thiazol-2-ylamino)-9H-carbazol-1-yl)ethylcarbamate ClC=1C=C2C=3C=C(C=C(C3NC2=CC1)CCNC(OC(C)(C)C)=O)NC=1SC=CN1